Cl/C=C/COC(CC1C(=C(C(CC1)=O)CC(C)SCCCC)O)C 2-[(E)-3-chloroallyloxy]propyl-[2-(butylthio)propyl]-3-hydroxycyclohex-2-enone